OC(=O)C(O)C(O)C(=O)O.CN1C(CCC1)C=1C=NC=CC1 (-)-1-methyl-2-(3-pyridyl)pyrrolidine (+)-bitartrate